C(C)(C)(C)OCCCCCC[Si](C)(C1C(=CC2=C(C=CC=C12)C1=CC=C(C=C1)C(C)(C)C)C)NC(C)(C)C 1-(6-(t-butoxy)hexyl)-N-(t-butyl)-1-(4-(4-(t-butyl)phenyl)-2-methyl-1H-inden-1-yl)-1-methylsilanylamine